6β,7β-methylene-3-oxo-4,15-androstadiene C1[C@@H]2[C@H]1[C@H]1[C@@H]3C=CC[C@@]3(C)CC[C@@H]1[C@]1(CCC(C=C21)=O)C